(S)-(5-(1H-pyrazol-3-yl)-1,3,4-oxadiazol-2-yl)(4-(6-methylbenzo[d]oxazol-2-yl)-6,7-dihydro-1H-imidazo[4,5-c]pyridin-5(4H)-yl)methanone N1N=C(C=C1)C1=NN=C(O1)C(=O)N1[C@@H](C2=C(CC1)NC=N2)C=2OC1=C(N2)C=CC(=C1)C